1-[2-chloro-3,5-bis(trifluoromethyl)phenyl]-3-(2,6-difluorobenzoyl)urea ClC1=C(C=C(C=C1C(F)(F)F)C(F)(F)F)NC(=O)NC(C1=C(C=CC=C1F)F)=O